thymidine-13C10 [13C@@H]1([13CH2][13C@H](O)[13C@@H]([13CH2]O)O1)N1[13C](=O)N[13C](=O)[13C]([13CH3])=[13CH]1